phenyl (1-phenyl-3-(1-(trifluoromethyl)cyclopropyl)-1H-pyrazol-5-yl)carbamate C1(=CC=CC=C1)N1N=C(C=C1NC(OC1=CC=CC=C1)=O)C1(CC1)C(F)(F)F